2-Methylen-1,3,5-Trioxan C=C1OCOCO1